4-(2-(4-isopropyl-5-(8-methyl-[1,2,4]triazolo[1,5-a]pyridin-6-yl)-1H-pyrazol-3-yl)thiazol-5-yl)-N,N-dimethylcyclohexan-1-amine C(C)(C)C=1C(=NNC1C=1C=C(C=2N(C1)N=CN2)C)C=2SC(=CN2)C2CCC(CC2)N(C)C